4,4'-(9-fluorenylidene)bis(N-methylaniline) C1=CC=CC=2C3=CC=CC=C3C(C12)(C1=CC=C(NC)C=C1)C1=CC=C(NC)C=C1